NC1=NC=C(C2=C1C=NN2)NC(C(N2[C@@H](CC[C@H](C2)C)C2CCC2)=O)=O |r| N-(4-amino-1H-pyrazolo[4,3-c]pyridin-7-yl)-2-oxo-2-[rac-(2S,5R)-2-cyclobutyl-5-methyl-1-piperidyl]acetamide